2-[(4-methylthiazol-2-yl)methylamino]-1,4-dihydroimidazol-5-one CC=1N=C(SC1)CNC=1NC(CN1)=O